1-β-D-arabinofuranosylthymine [C@@H]1([C@@H](O)[C@H](O)[C@H](O1)CO)N1C(=O)NC(=O)C(C)=C1